1-[5-(difluoromethyl)-1,3,4-thiadiazol-2-yl]-4-{4-[(1-methoxycyclopropyl)carbonyl]-1-piperazinyl}-3-methyl-6-(3-methyl-3-oxetanylaminosulfonyl)-1,3-dihydro-1,3-benzimidazol-2-one FC(C1=NN=C(S1)N1C(N(C2=C1C=C(C=C2N2CCN(CC2)C(=O)C2(CC2)OC)S(=O)(=O)NC2(COC2)C)C)=O)F